(-)-N-cis-4-hydroxy-tetrahydrothiophen-3-yl-3-oxo-2-(pyridin-3-yl)-6-[4-(trifluoromethyl)phenyl]-2,3-dihydropyridazine-4-carboxamide OC1C(CSC1)C1=C(C(N(N=C1C1=CC=C(C=C1)C(F)(F)F)C=1C=NC=CC1)=O)C(=O)N